1-(4-amino-5-bromo-6-(1H-pyrazol-1-yl)-pyrimidin-2-yl)-1H-pyrazol-4-ol NC1=NC(=NC(=C1Br)N1N=CC=C1)N1N=CC(=C1)O